CC(C)(C)[S@@](=O)N=C1CN(CCC1)C(=O)[O-] 3-{[(R)-2-methylpropane-2-sulfinyl]imino}piperidine-1-carboxylate